C1(=CCC(CC1)(C(C)(C)O)O)C P-mentha-1-ene-4,8-diol